ClC1=C(C(=CC=C1)Cl)C1=C2C=CC(C(=C3C=CC(=C(C=4C=CC(=C(C5=CC=C1N5)C5=C(C=CC=C5Cl)Cl)N4)C4=C(C=CC=C4Cl)Cl)N3)C3=C(C=CC=C3Cl)Cl)=N2.[Mg] magnesium tetra(2,6-dichlorophenyl)porphyrin